Methyl (3R,6S)-1-(2-(2-chlorophenyl)acetyl)-6-methylpiperidine-3-carboxylate ClC1=C(C=CC=C1)CC(=O)N1C[C@@H](CC[C@@H]1C)C(=O)OC